4-[2-(difluoromethoxy)-4-(trifluoromethyl)phenyl]-N-[(3R)-1-methylpiperidin-3-yl]phthalazin-1-amine FC(OC1=C(C=CC(=C1)C(F)(F)F)C1=NN=C(C2=CC=CC=C12)N[C@H]1CN(CCC1)C)F